4-({3-[(3S,4R)-4-fluoro-3-methyloxan-4-yl]-5-(1-methyl-1H-pyrazol-4-yl)pyridin-2-yl}oxy)pyrrolidine-2-carboxylic acid F[C@]1([C@H](COCC1)C)C=1C(=NC=C(C1)C=1C=NN(C1)C)OC1CC(NC1)C(=O)O